1-(4-((3-Fluorophenyl)sulfonyl)phenyl)-3-(oxazol-5-ylmethyl)urea FC=1C=C(C=CC1)S(=O)(=O)C1=CC=C(C=C1)NC(=O)NCC1=CN=CO1